C(C)(C)(C)OC(NO)=O.ClC1=NC2=NC(=C(N=C2C(=N1)C12CC(C1)(C2)C(F)(F)F)C)C 2-chloro-6,7-dimethyl-4-(3-(trifluoromethyl)bicyclo[1.1.1]pentan-1-yl)pteridine tertbutyl-N-hydroxycarbamate